ClC1=NC(=CC(=C1)B(O)O)C (2-chloro-6-methyl-4-pyridyl)boronic acid